O1-tert-butyl O2-methyl (2S,4S)-4-aminopyrrolidine-1,2-dicarboxylate hydrochloride Cl.N[C@H]1C[C@H](N(C1)C(=O)OC(C)(C)C)C(=O)OC